5-(1-((1-ethyl-1H-pyrazol-4-yl)sulfonyl)-3-(4-fluorobenzyl)pyrrolidin-3-yl)-1-(4-fluorophenyl)-6-methoxy-1H-indazole C(C)N1N=CC(=C1)S(=O)(=O)N1CC(CC1)(CC1=CC=C(C=C1)F)C=1C=C2C=NN(C2=CC1OC)C1=CC=C(C=C1)F